FC1(CC(N(CC1)C(=O)OC(C)(C)C)C1=NN(C=N1)C1=NC=C(C=C1F)NC(CN1N=C(C=C1C)C(F)(F)F)=O)F tert-butyl 4,4-difluoro-2-(1-(3-fluoro-5-(2-(5-methyl-3-(trifluoromethyl)-1H-pyrazol-1-yl)acetamido)pyridin-2-yl)-1H-1,2,4-triazol-3-yl)piperidine-1-carboxylate